ClC=1C=C(C=2N(N1)C=CN2)[C@@H]2[C@H](C2)C2=CC=C1C(=NN(C1=C2)CC(F)(F)F)C#N 6-((1S,2S)-2-(6-chloroimidazo[1,2-b]pyridazin-8-yl)cyclopropyl)-1-(2,2,2-trifluoroethyl)-1H-indazole-3-carbonitrile